3-cyclopropyl-5-methoxy-1-((2-(trimethylsilyl)ethoxy)methyl)-1H-pyrazolo[3,4-c]pyridine C1(CC1)C1=NN(C2=CN=C(C=C21)OC)COCC[Si](C)(C)C